C1(=CC=CC=C1)[C@@H]([C@H](S(=O)C1=CC=C(C=C1)C)C1=CC=CC=C1)N=CC1=C(C=CC=C1)O (1S,2R)-1,2-diphenyl-2-p-tolylsulfinyl-ethyliminomethylphenol